C(C1=CC=CC=C1)OC1=C(SC=C1)C(=O)N(C=1C=NC=CC1)C 3-benzyloxy-N-methyl-N-(pyridin-3-yl)thiophene-2-carboxamide